CCCCC/C=C\\C[C@H]1[C@@H](O1)C(/C=C\\C/C=C\\CCCC(=O)[O-])O The molecule is a hepoxilin anion that is the conjugate base of hepoxilin B3, obtained by deprotonation of the carboxy group; major species at pH 7.3. It is a conjugate base of a hepoxilin B3.